1,5-dimethyl-6-thioxo-3-(2,2,7-trifluoro-3,4-dihydro-3-oxo-4-prop-2-ynyl-2H-1,4-benzoxazin-6-yl)-1,3,5-triazinane-2,4-dione CN1C(N(C(N(C1=S)C)=O)C=1C(=CC2=C(N(C(C(O2)(F)F)=O)CC#C)C1)F)=O